[Cl-].[Cl-].BrC1=CC=C(C=C1)C(=[Zr+2](C1(C(C(C(C2(C3C(=C4C=5C=CC=CC5CC4=C21)C=CCC3)C)(C)C)(C)C)(C)C)C)C3C=CC=C3)C3=CC=C(C=C3)Br di-(p-bromophenyl)methylene(cyclopentadienyl)(octamethyloctahydrodibenzofluorenyl)zirconium dichloride